OP(O)OP(O)O.C(C)(C)(C)C=1C(=C(C=CC1)C(OC(C(CO)(CO)CO)C1=C(C(=CC=C1)C(C)(C)C)C(C)(C)C)C(CO)(CO)CO)C(C)(C)C bis(di-t-butylphenyl)dipentaerythritol diphosphite